2,3-dicyano-5-(2-thienyl)-8-(2,4-bistrifluoromethylphenyl)pyrazino[2,3-D]pyridazine C(#N)C=1C(=NC=2C(=C(N=NC2C=2SC=CC2)C2=C(C=C(C=C2)C(F)(F)F)C(F)(F)F)N1)C#N